C1NCC12CC(C2)NC2=NC=CC(=N2)C2=C(N=C(S2)C(C)(C)C)C=2C(=C(C=CC2)C(CC)S(=O)(=O)N)F {3-[5-(2-{2-azaspiro[3.3]heptan-6-ylamino}pyrimidin-4-yl)-2-tert-butyl-1,3-thiazol-4-yl]-2-fluorophenyl}propane-1-sulfonamide